C1(CCC1)N1CC(C1)(C(=O)N(C1=CC=CC=C1)CC1=NC=C(C=C1)C=1OC(=NN1)C(F)F)F 1-cyclobutyl-N-((5-(5-(difluoromethyl)-1,3,4-oxadiazol-2-yl)pyridin-2-yl)methyl)-3-fluoro-N-phenylazetidin-3-carboxamide